BrC/C=C/C(=O)NC=1C=C2C(=NC=NC2=CC1C#C[C@]12CN(C[C@@H]2C1)C)NC1=C(C(=CC=C1)Cl)F (E)-4-bromo-N-[4-(3-chloro-2-fluoro-anilino)-7-[2-[(1S,5R)-3-methyl-3-azabicyclo[3.1.0]hexan-1-yl]ethynyl]quinazolin-6-yl]but-2-enamide